Cl.NC/C(/COC=1C=C(CN2C(NC(C=3NC=NC23)=O)=S)C=CC1)=C/F (Z)-3-(3-((2-(aminomethyl)-3-fluoroallyl)oxy)benzyl)-2-thioxo-1,2,3,7-tetrahydro-6H-purin-6-one hydrochloride